Cl.NC\C=C(\CN1C=NC2=C1C=C(C=C2C2=CC(=C(C=C2)OC)S(NC(C)C)(=O)=O)C(=O)OC)/F Methyl (Z)-1-(4-amino-2-fluorobut-2-en-1-yl)-4-(3-(N-isopropylsulfamoyl)-4-methoxyphenyl)-1H-benzo[d]imidazole-6-carboxylate hydrochloride